cyclooctyl-2-cyclopropyl-4H-pyrrolo[2,3-d]thiazole-5-carboxamide C1(CCCCCCC1)N1C(=CC2=C1N=C(S2)C2CC2)C(=O)N